[4-[4-(trifluoromethoxy)phenyl]-6,7-dihydrofuro[3,2-d]pyrimidin-2-yl]methanamine FC(OC1=CC=C(C=C1)C=1C2=C(N=C(N1)CN)CCO2)(F)F